C(C)SCC(=O)C1=C(C=C(C=C1)C1=NOC(=N1)C(F)(F)F)F 2-(ethylthio)-1-(2-fluoro-4-(5-(trifluoromethyl)-1,2,4-oxadiazol-3-yl)phenyl)ethan-1-one